tert-Butyl 3-isopropyl-5-(1,4-dioxaspiro[4.5]decan-8-yl)-2-(4,4,5,5-tetramethyl-1,3,2-dioxaborolan-2-yl)-1H-pyrrolo[3,2-b]pyridine-1-carboxylate C(C)(C)C1=C(N(C=2C1=NC(=CC2)C2CCC1(OCCO1)CC2)C(=O)OC(C)(C)C)B2OC(C(O2)(C)C)(C)C